1-hydroxyethane OCC